N1=CC=C(C=C1)N1CCN(CC1)N([C@H](CC1=CC=C(C=C1)O)C(=O)N)C(C)C 4-(pyridin-4-yl)piperazin-1-yl[propan-2-yl]-D-tyrosinamide